NC1=NC=CC=C1C1=NC=2C(=NC(=CC2)OCF)N1C1=CC=C(CN2CCC(CC2)NC2=NC=NC=C2)C=C1 4-((1-(4-(2-(2-aminopyridin-3-yl)-5-(fluoromethoxy)-3H-imidazo[4,5-b]pyridin-3-yl)benzyl)piperidin-4-yl)amino)pyrimidine